C(C)(=O)NN1C=CC2=CC=CC=C12 1-(acetamido)-1H-indole